1-(4-((3-methoxypyrrolidin-1-yl)methyl)phenyl)ethan-1-ol COC1CN(CC1)CC1=CC=C(C=C1)C(C)O